N,N,N',N'-tetramethyl-10H-phenothiazine-3,7-diaminium bis(hydromethanesulfonate) S(C)(=O)(=O)O.S(C)(=O)(=O)O.C[NH+](C=1C=CC=2NC3=CC=C(C=C3SC2C1)[NH+](C)C)C